O1C=C(C=C1)C(=O)NC=1C=C2C(=CNC2=CC1)C1CCN(CC1)C(C)CCC 5-(3-furoyl)amino-3-(1-(2-pentyl)piperidin-4-yl)-1H-indole